FC(C(=O)[O-])(F)F.C(C(C)(C)C)(=O)SCCOP(=O)(OCCSC(C(C)(C)C)=O)OCC1C(C(C(O1)[N+]1=CC(=CC=C1)C(N)=O)O)O 1-(5-(((bis(2-(pivaloylthio)ethoxy)phosphoryl)oxy)methyl)-3,4-dihydroxytetrahydrofuran-2-yl)-3-carbamoylpyridin-1-ium Trifluoroacetate Salt